O1C(=CC=C1)C1=NC=C2N=C(N(C2=N1)CC1=CC=C(C=C1)C=1N(C=C(N1)C(F)(F)F)C(C)C)C=1OC=CC1 2,8-bis(furan-2-yl)-9-(4-(1-isopropyl-4-(trifluoromethyl)-1H-imidazol-2-yl)benzyl)-9H-purine